CC(CS(=O)(=O)[O-])(C)NC(C=C)=O 2-methyl-2-((1-oxo-2-propen-1-yl)amino)-1-propanesulfonate